(S)-2-(5,7-dichloro-1,2,3,4-tetrahydroisoquinoline-6-carboxamido)-3-(3-methylsulfonylphenyl)propionic acid benzyl ester hydrochloride Cl.C(C1=CC=CC=C1)OC([C@H](CC1=CC(=CC=C1)S(=O)(=O)C)NC(=O)C=1C(=C2CCNCC2=CC1Cl)Cl)=O